2,2,2-trichloroethyl (E)-(2-(6-methyl-4,8-dioxo-1,3,6,2-dioxazaborocan-2-yl)pent-3-en-2-yl)sulfamate CN1CC(OB(OC(C1)=O)C(C)(\C=C\C)NS(OCC(Cl)(Cl)Cl)(=O)=O)=O